FC1=C(C=CC=C1)S(=O)(=O)NC=1SC=CN1 2-fluoro-N-1,3-thiazol-2-ylbenzenesulfonamide